2-(cyclopropanecarbonyl)-4,4-difluoro-butyric acid ethyl ester C(C)OC(C(CC(F)F)C(=O)C1CC1)=O